octadecyl-dimethyl-trisilyl-ammonium chloride [Cl-].C(CCCCCCCCCCCCCCCCC)[N+]([SiH](C)C)([SiH3])[SiH3]